IC=1C=C(C[C@H](N)C(=O)O)C=C(C1OC1=CC(=C(C=C1)O)I)I L-3,3',5-Triiodothyronine